[Si](C)(C)(C(C)(C)C)O[C@@H]1[C@H](N(C(=CC1)OS(=O)(=O)C(F)(F)F)C(=O)OC(C)(C)C)CC(C)C tert-butyl (2R,3S)-3-[tert-butyl(dimethyl)silyl]oxy-2-isobutyl-6-(trifluoromethylsulfonyloxy)-3,4-dihydro-2H-pyridine-1-carboxylate